CC1=CSC2=C1N=NN=C2N(C([O-])=O)CC=2SC=CC2 N-{7-methylthieno[3,2-d][1,2,3]triazin-4-yl}-N-(thiophen-2-ylmethyl)carbamate